C(C)C1=C(C=CC(=C1)O)\N=C(/N)\C1=C(C=2N(N=C1)C=C(C2)C=2C(=NC(=CC2)C)OC)N[C@@H]2COCC2 (S,Z)-N'-(2-ethyl-4-hydroxyphenyl)-6-(2-methoxy-6-methylpyridin-3-yl)-4-((tetrahydrofuran-3-yl)amino)pyrrolo[1,2-b]pyridazine-3-carboximidamide